C(C=C)N1N(C2=NC(=NC=C2C1=O)SC)C1=CC(=CC(=N1)C(C#N)(C)C)OCOC 2-(6-(2-allyl-6-(methylthio)-3-oxo-2,3-dihydro-1H-pyrazolo[3,4-d]pyrimidine-1-yl)-4-(methoxymethoxy)pyridin-2-yl)-2-methylpropionitrile